N-butyl-thiophosphoryl-triamide C(CCC)[N-]P(=S)([NH-])[NH-]